C1(=CC=CC=C1)N(C(O)=O)C=1C=NC(=CC1)N1CCN(CC1)C.FC1=NC(=CC(=C1)N(C=1SC(=C(N1)C(=O)NC1C(CC1)(C)C)C)C(CF)=O)F 2-[(2,6-difluoro-4-pyridyl)-(2-fluoroacetyl)amino]-N-(2,2-dimethyl-cyclobutyl)-5-methyl-thiazole-4-carboxamide phenyl-(6-(4-methylpiperazin-1-yl)pyridin-3-yl)carbamate